tert-butyl 2-(2-methoxy-2-oxo-ethylidene)-7-azaspiro[3.5]nonane-7-carboxylate COC(C=C1CC2(C1)CCN(CC2)C(=O)OC(C)(C)C)=O